FC1(C(C12CCN(CC2)C(=O)OC(C)(C)C)CSC2=C(C=C(C=C2)F)C(F)(F)F)F tert-Butyl 1,1-difluoro-2-({[4-fluoro-2-(trifluoromethyl)phenyl]sulfanyl}methyl)-6-azaspiro[2.5]octane-6-carboxylate